1-ethyl-2,4-dimethylbenzene C(C)C1=C(C=C(C=C1)C)C